6,7-dimethoxy-2-methyl-N-[(1R)-1-{3-[(1E)-pent-1-en-1-yl]phenyl}ethyl]quinazolin-4-amine COC=1C=C2C(=NC(=NC2=CC1OC)C)N[C@H](C)C1=CC(=CC=C1)\C=C\CCC